1-(4-((4-((4-((2H-Tetrazol-5-yl)methyl)piperidin-1-yl)methyl)phenyl)amino)-5-oxo-5,6-dihydropyrimido[4,5-d]pyridazin-2-yl)piperidin-4-carbonitril N=1NN=NC1CC1CCN(CC1)CC1=CC=C(C=C1)NC1=NC(=NC=2C=NNC(C21)=O)N2CCC(CC2)C#N